3-(toluene-2-sulfinyl)-propionic acid tert-butyl ester C(C)(C)(C)OC(CCS(=O)C=1C(C)=CC=CC1)=O